C(C)(C)(C)O[Sn] (tertiary butoxy)tin